COC(CC[C@@H](C)[C@H]1CC[C@H]2[C@@H]3[C@@H](C[C@@H]4C[C@@H](CC[C@@]4([C@H]3C[C@@H]([C@]12C)O)C)O)O)=O (R)-methyl-4-((3R,5S,7R,8R,9S,10S,12S,13R,14S,17R)-3,7,12-trihydroxy-10,13-dimethylhexadecahydro-1H-cyclopenta[a]phenanthren-17-yl)pentanoate